ClC1=C(C(=O)OCC)C=C(C(=C1)F)N1C(N(C(N(C1=O)C)=S)C)=O ethyl 2-chloro-5-(3,5-dimethyl-2,6-dioxo-4-thioxo-1,3,5-triazin-1-yl)-4-fluorobenzoate